S1C(=NC2=C1C=CC=C2)NC2=C(C=C(N=N2)N(C=2SC(=C(N2)C(=O)OCC)CCCOC2=C(C=CC=C2)F)CCCOC)C ethyl 2-({6-[(1,3-benzothiazol-2-yl) amino]-5-methylpyridazin-3-yl} (3-methoxypropyl) amino)-5-[3-(2-fluorophenoxy) propyl]-1,3-thiazole-4-carboxylate